1-Methyl-N5-(2-fluorophenyl)-N6-(4-methoxyphenyl)-2-(trifluoromethyl)-imidazo[4,5-b]pyrazine-5,6-diamine CN1C(=NC=2C1=NC(=C(N2)NC2=C(C=CC=C2)F)NC2=CC=C(C=C2)OC)C(F)(F)F